((4'-isopropyl-[1,1'-biphenyl]-4-yl)oxy)-1H-1,2,3-triazole-4-carboxylic acid C(C)(C)C1=CC=C(C=C1)C1=CC=C(C=C1)ON1N=NC(=C1)C(=O)O